C1(=CC=CC=C1)C1=C(C2=C([Se]C3=C2C=CC=C3)C=C1)C1=CC=CC=C1 (phenyldibenzoselenophenyl)benzene